3-((2-(3-bromophenyl)oxetan-2-yl)fluoromethyl)-4-methyl-4H-1,2,4-triazole BrC=1C=C(C=CC1)C1(OCC1)C(C1=NN=CN1C)F